N[C@@]1(C([C@@H](CC1)NC=1C=2N(N=CC1C(=NC1=C(C=CC=C1)CC)N)C=C(C2)C2=C(C=CC=C2)SC)(C)C)C 4-[[(1R,3S)-3-amino-2,2,3-trimethyl-cyclopentyl]amino]-N'-(2-ethylphenyl)-6-(2-methylsulfanylphenyl)pyrrolo[1,2-b]pyridazine-3-carboxamidine